Cyanomethyl 5-Aminosulfonyl-4-chloro-2-[(2-furanylmethyl)amino]benzoate NS(=O)(=O)C=1C(=CC(=C(C(=O)OCC#N)C1)NCC=1OC=CC1)Cl